4-cyano-4-(dodecylsulfanylthiocarbonyl)sulfurylpentanoic acid C(#N)C(CCC(=O)O)(C)S(=O)(=O)C(=S)SCCCCCCCCCCCC